4-(5-chloro-2-((1-(tetrahydro-2H-pyran-4-yl)-1H-pyrazol-4-yl)amino)pyrimidin-4-yl)-N-(cyanomethyl)benzamide ClC=1C(=NC(=NC1)NC=1C=NN(C1)C1CCOCC1)C1=CC=C(C(=O)NCC#N)C=C1